C(C1=CC=CC=C1)OC(=O)N1C(N(C[C@H]1C(N(C)C1=CC(=C(C=C1)F)Cl)=O)S(=O)(=O)C)=O (5S)-5-[(3-chloro-4-fluoro-phenyl)-methyl-carbamoyl]-3-methylsulfonyl-2-oxo-imidazolidine-1-carboxylic acid benzyl ester